1,5-dimethyl-cyclohexanol CC1(CCCC(C1)C)O